tert-butyl (1-((10-bromo-9-chloro-11-fluoro-2-(methylthio)-6,7-dihydro-[1,5]oxazocino[4,3,2-de]quinazolin-4(5H)-yl)methyl)cyclobutyl)carbamate BrC=1C(=C2C=3C(=NC(=NC3C1F)SC)N(CCCO2)CC2(CCC2)NC(OC(C)(C)C)=O)Cl